The molecule is a 3-oxo-5alpha- steroid that is 5alpha-cholestane substituted by an oxo group at position 3. It has a role as a mammalian metabolite. It derives from a hydride of a 5alpha-cholestane. C[C@H](CCCC(C)C)[C@H]1CC[C@@H]2[C@@]1(CC[C@H]3[C@H]2CC[C@@H]4[C@@]3(CCC(=O)C4)C)C